diethoxybis(triphenylmethoxy)silane C(C)O[Si](OC(C1=CC=CC=C1)(C1=CC=CC=C1)C1=CC=CC=C1)(OC(C1=CC=CC=C1)(C1=CC=CC=C1)C1=CC=CC=C1)OCC